NC1=CC=CC(=N1)S(=O)(=O)NC(=O)C=1C(=NC(=CC1)C1=CC(=C(C=C1)Cl)OCC(C)C)OC1=C(C=C(C=C1C)C)C N-[(6-Amino-2-pyridyl)sulfonyl]-6-(4-chloro-3-isobutoxyphenyl)-2-(2,4,6-trimethylphenoxy)pyridin-3-carboxamid